(2R,4R)-1-tert-butyl 2-methyl 4-((4-chloro-2-hydroxyphenyl)amino)pyrrolidine-1,2-dicarboxylate ClC1=CC(=C(C=C1)N[C@@H]1C[C@@H](N(C1)C(=O)OC(C)(C)C)C(=O)OC)O